C(C)(C)(C)OC(=O)C1=NN(C2=NC(=CC=C21)F)C 6-fluoro-1-methyl-1H-pyrazolo[3,4-b]pyridine-3-carboxylic acid tert-butyl ester